3-[1-(3-bromo-2-fluoro-phenyl)ethyl]-5-[5-[(4,6-difluoro-1H-indol-5-yl)oxy]-2-fluoro-phenyl]-1,2,4-oxadiazole BrC=1C(=C(C=CC1)C(C)C1=NOC(=N1)C1=C(C=CC(=C1)OC=1C(=C2C=CNC2=CC1F)F)F)F